C(C)(=O)C=1C=C(C=CC1)NC(=O)NC=1C(=C2C(N(C(=NC2=CC1)C1CCCCC1)CCOC)=O)C1=CC=C(C=C1)F 1-(3-acetylphenyl)-3-(2-cyclohexyl-5-(4-fluorophenyl)-3-(2-methoxyethyl)-4-oxo-3,4-dihydroquinazolin-6-yl)urea